BrC=1C=CNC1Br 4,5-Dibromopyrrol